3-(benzyloxy)-8-((4-fluorophenyl)thio)-5,6-dihydroisoquinoline C(C1=CC=CC=C1)OC=1N=CC=2C(=CCCC2C1)SC1=CC=C(C=C1)F